(R)-7-((5-(1-(dimethylamino)-ethyl)pyridin-2-yl)amino)-4-(7-fluoroimidazo[1,2-a]pyridin-3-yl)isoindolin-1-one CN([C@H](C)C=1C=CC(=NC1)NC=1C=CC(=C2CNC(C12)=O)C1=CN=C2N1C=CC(=C2)F)C